C(CCC)C1(CC1)C(=O)O butylcyclopropanecarboxylic acid